ClC=1C(=NC=CC1)N1N=C(C=C1C(=O)NC=1C(=CC=2N(C1C(=O)NC(C)C)N=CC2)C)OC2=CC(=NN2C)C(F)(F)F 6-(1-(3-Chloropyridin-2-yl)-3-((1-Methyl-3-(trifluoromethyl)-1H-pyrazol-5-yl)oxy)-1H-pyrazol-5-carboxamido)-N-isopropyl-5-methylpyrazolo[1,5-a]pyridin-7-carboxamid